2-acetamido-3,4,6-tri-O-acetyl-2-deoxy-alpha-D-glucopyranosyl chloride C(C)(=O)N[C@H]1[C@H](O[C@@H]([C@H]([C@@H]1OC(C)=O)OC(C)=O)COC(C)=O)Cl